2-(1-(3-(2,4-Dioxotetrahydropyrimidin-1(2H)-yl)-5-fluoro-1-methyl-1H-indazol-6-yl)-4-hydroxypiperidin-4-yl)acetic acid tert-butyl ester C(C)(C)(C)OC(CC1(CCN(CC1)C1=C(C=C2C(=NN(C2=C1)C)N1C(NC(CC1)=O)=O)F)O)=O